i-propyl chloroacrylate ClC(C(=O)OC(C)C)=C